4-(7-Fluoro-1H-pyrrolo[3,2-c]pyridin-4-yl)-N-(trans-4-hydroxy-4-methylcyclohexyl)benzamide FC=1C2=C(C(=NC1)C1=CC=C(C(=O)NC3CCC(CC3)(C)O)C=C1)C=CN2